ClC1=CC=C(C=C1)N1N=C(C2=C1NC(C[C@@H]2C2=CC=CC=C2)=O)C (R)-1-(4-chlorophenyl)-3-methyl-4-phenyl-1,4,5,7-tetrahydro-6H-pyrazolo[3,4-b]pyridin-6-one